[Cl-].C[N+](C)(C)C1=C(C=CC=C1)C(CCC)CCCCCCCC N,N,N-trimethyl-(4-dodecyl)phenyl-ammonium chloride